CN1N=C(C=C1C)NC1=CC(=CN(C1=O)C)C1=C(C(=NC=C1)N1C(C=2C=C3CCCCN3C2C=C1)=O)CO 2-[4-[5-[(1,5-dimethylpyrazol-3-yl)amino]-1-methyl-6-oxo-3-pyridyl]-3-(hydroxymethyl)-2-pyridyl]-6,7,8,9-tetrahydropyrido[3,4-b]indolizin-1-one